CCC(=O)C1=CSC(=N1)NC(=O)[C@H]([C@@H](C)C2=CC=CC=C2)N3C(=O)[C@H](NC3=O)C4=CC=C(C=C4)OCCO The molecule is a carboxamide resulting from the formal condensation of the primary amino group of 4-propanoyl-1,3-thiazol-2-amine with the carboxy group of a 3-phenylbutiyric acid which has been substituted at position 2 by a (4R)-4-[p-(2-hydroxyethoxy)phenyl]-2,5-dioxoimidazolidin-1-yl group. It is a potent, highly selective inhibitormitogen-activated protein kinase 1/2 inhibitor. It has a role as an EC 2.7.11.24 (mitogen-activated protein kinase) inhibitor. It is a member of 1,3-thiazoles, an imidazolidine-2,4-dione, an aromatic ketone and a secondary carboxamide.